C1(=CC=CC=C1)C1=CC(=C(C(=C1)C1=CC=CC=C1)O)C(C)C 4,6-diphenyl-2-isopropyl-phenol